n-Decanthiol C(CCCCCCCCC)S